C(C)(C)(C)OC(=O)N[C@@H](CCC(=O)OCC1=CC=CC=C1)COS(=O)(=O)C Benzyl (4S)-4-(tert-butoxycarbonylamino)-5-methylsulfonyloxy-pentanoate